1H-pyrazolo[3,4-c]pyridine-7-carboxamide N1N=CC=2C1=C(N=CC2)C(=O)N